ethyl 2-(4-bromophenyl)-4,6-diphenylnicotinate BrC1=CC=C(C=C1)C1=C(C(=O)OCC)C(=CC(=N1)C1=CC=CC=C1)C1=CC=CC=C1